pentadecaanal C(CCCCCCCCCCCCCC)=O